C1(CC1)C1=CC(=C(C=C1)N1CCC(CC1)(C(=O)N(C)C)C)NC(=O)C=1OC(=CC1)C1CCOCC1 1-(4-cyclopropyl-2-(5-(tetrahydro-2H-pyran-4-yl)furan-2-carboxamido)phenyl)-N,N,4-trimethyl-piperidine-4-carboxamide